N[C@@H](CCC(=O)O)C(=O)N L-glutamyl-ammonia